C(C(=C)C)(=O)OCCC[Si](OCCCC)(OCCCC)OCCCC 3-methacryloxypropyltris(butoxy)silane